2-(4-{2-[(2,3-dihydro-1H-inden-2-yl)amino]pyrimidin-5-yl}-3-(pyridin-4-yl)-1H-pyrazol-1-yl)acetic acid C1C(CC2=CC=CC=C12)NC1=NC=C(C=N1)C=1C(=NN(C1)CC(=O)O)C1=CC=NC=C1